tert-butyl 4-(2-chlorobenzyl)-3,4-dihydroquinoxaline-1(2H)-carboxylate ClC1=C(CN2CCN(C3=CC=CC=C23)C(=O)OC(C)(C)C)C=CC=C1